N1(CCCCCC1)C1=CC=C(C=C1)C=1SC(=CN1)C=1C=C(C(=C(C=O)C1)O)F 5-(2-(4-(azepan-1-yl)phenyl)thiazol-5-yl)-3-fluoro-2-hydroxybenzaldehyde